3-(4-Hydroxy-3-methoxyphenyl)-1-(4-nitrophenyl)prop-2-en-1-one OC1=C(C=C(C=C1)C=CC(=O)C1=CC=C(C=C1)[N+](=O)[O-])OC